3-(4-((2-((Cyclopentyl-d9)thio)-1-(pyridin-3-yl)-1H-imidazol-5-yl)methoxy)-2-fluorophenyl)prop-2-yn-1-yl (1-methylpiperidin-4-yl)carbamate CN1CCC(CC1)NC(OCC#CC1=C(C=C(C=C1)OCC1=CN=C(N1C=1C=NC=CC1)SC1(C(C(C(C1([2H])[2H])([2H])[2H])([2H])[2H])([2H])[2H])[2H])F)=O